N/C(=C/C(=O)OCC)/C1=CC=C(C=C1)C(F)(F)F ethyl (2E)-3-amino-3-[4-(trifluoromethyl)phenyl]prop-2-enoate